N-(1-(4,4-difluorocyclohexyl)-5-methyl-1H-pyrazol-3-yl)-4-((methylthio)methyl)-2-(6-azaspiro[2.5]octan-6-yl)benzamide FC1(CCC(CC1)N1N=C(C=C1C)NC(C1=C(C=C(C=C1)CSC)N1CCC2(CC2)CC1)=O)F